BrC1=CC=C(C=C1)C1=CC=CC=C1 4'-Bromo-[1,1'-biphenyl]